[Am]C(C)CCC[C@@H](C)[C@H]1CC[C@H]2[C@@H]3CC=C4C[C@@H](O)CC[C@]4(C)[C@H]3CC[C@]12C AmericaCholesterol